2-((2-methoxy-4-((4-morpholino-piperidin-1-yl)sulfonyl)phenyl)amino)-4-(methylamino)-7H-pyrrolo[2,3-d]pyrimidine-5-carbonitrile COC1=C(C=CC(=C1)S(=O)(=O)N1CCC(CC1)N1CCOCC1)NC=1N=C(C2=C(N1)NC=C2C#N)NC